5-(2-Fluoro-6-methoxyphenyl)-1H-pyrazolo[4,3-c]pyridazine-3,6(2H,5H)-dione FC1=C(C(=CC=C1)OC)N1N=C2C(=CC1=O)NNC2=O